methyl 2-[(2-hydroxy-3-methylquinolin-7-yl) methyl]-3-[(2S)-oxetan-2-ylmethyl]-1,3-benzodiazole-5-carboxylate OC1=NC2=CC(=CC=C2C=C1C)CC=1N(C2=C(N1)C=CC(=C2)C(=O)OC)C[C@H]2OCC2